C1(=CC=C(C=C1)C(CCCOB([O-])[O-])(C1=CC=C(C=C1)C)C1=CC=C(C=C1)C)C tris(p-tolyl)butylborate